OCC1OC(OC1)=O 4-(hydroxymethyl)-1,3-dioxolane-2-one